(S)-N-(2-(1-(6-ethoxy-5-methoxypyridin-2-yl)-2-(methylsulfonyl)ethyl)-1,3-dioxoisoindolin-4-yl)cyclopropanecarboxamide C(C)OC1=C(C=CC(=N1)[C@@H](CS(=O)(=O)C)N1C(C2=CC=CC(=C2C1=O)NC(=O)C1CC1)=O)OC